COC1=CC=C(CN2N=C(C3=CC(=CC=C23)C(C)N)C)C=C1 (1-(4-methoxybenzyl)-3-methyl-1H-indazol-5-yl)ethan-1-amine